ClC=1C=C(CN[C@]2(C[C@@H](N(C2)C(=O)OCC2C3=CC=CC=C3C=3C=CC=CC23)C(=O)OC(C)(C)C)C(=O)OC2=C(C(=C(C(=C2F)F)F)F)F)C=CC1Cl 1-((9H-fluoren-9-yl)methyl) 2-(tert-butyl) 4-(perfluorophenyl) (2R,4S)-4-((3,4-dichlorobenzyl)amino)pyrrolidine-1,2,4-tricarboxylate